methyl-(1S,4R)-1-methyl-4-(1-methylvinyl)-2-cyclohexene-1-ol CC=1[C@](CC[C@H](C1)C(=C)C)(O)C